3-bromo-1H-pyrazolo[3,4-b]pyridin-5-amine BrC1=NNC2=NC=C(C=C21)N